(2S,4S)-4-((tert-butyldimethylsilyl)oxy)-1-(3-cyano-6-methyl-4-(trifluoromethyl)pyridin-2-yl)-N-cyclopropyl-N-(prop-2-yn-1-yl)pyrrolidine-2-carboxamide [Si](C)(C)(C(C)(C)C)O[C@H]1C[C@H](N(C1)C1=NC(=CC(=C1C#N)C(F)(F)F)C)C(=O)N(CC#C)C1CC1